FC=1C(=NC=CC1)OC1=CC=C2C(=C(C(OC2=C1)=O)CN1C(C(=CC=C1)NS(NC)(=O)=O)=O)C 1-[[7-[(3-fluoro-2-pyridyl)oxy]-4-methyl-2-oxo-chromen-3-yl]methyl]-3-(methylsulfamoylamino)pyridin-2-one